Cl.F[C@@H]1[C@@H](C1)N (1R,2S)-2-fluorocyclopropan-1-amine hydrochloride